O=C1N(C(C(N1)CCNC(OC(C)(C)C)=O)=O)C1CC2(C1)CC(C2)OC2=NC=CC=C2C(N)=O tert-butyl N-(2-{2,5-dioxo-1-[(αR)-6-[(3-carbamoylpyridin-2-yl)oxy]spiro[3.3]heptan-2-yl]imidazolidin-4-yl}ethyl)carbamate